Ethylmethoxymethyl-morpholine C(C)C1N(CCOC1)COC